BrC=1C=C(C(=C(C1)OC)CCl)OC 5-bromo-2-(chloromethyl)-1,3-dimethoxy-benzene